Methylarsenate CO[As]([O-])([O-])=O